3-(3-Chloro-4-fluorophenyl)-1-isobutyl-1-(1-(4-oxo-3,4-dihydrophthalazin-1-yl)ethyl)urea ClC=1C=C(C=CC1F)NC(N(C(C)C1=NNC(C2=CC=CC=C12)=O)CC(C)C)=O